C(CC(C(CC(=O)O)O)N)CC(C(=O)O)N The molecule is a alpha,omega-dicarboxylic acid that is azelaic acid substituted by amino groups at positions 2 and 6. It has a role as a plant metabolite. It is a non-proteinogenic alpha-amino acid, a 3-hydroxy carboxylic acid, a gamma-amino acid, a diamino acid and an alpha,omega-dicarboxylic acid.